C1(=CC=CC=C1)C1=CC=C2C(=N1)NC=C2C=O 6-PHENYL-1H-PYRROLO[2,3-B]PYRIDINE-3-CARBOXALDEHYDE